4,6,8,10-tetramethyltridecyllithium CC(CCC[Li])CC(CC(CC(CCC)C)C)C